trans-2,5-difluorocinnamic acid FC1=C(/C=C/C(=O)O)C=C(C=C1)F